vanadium Chromium [Cr].[V]